7,8-dibromo-6-(2,6-difluorophenyl)-1-pyrimidin-4-yl-4H-[1,2,4]triazolo[4,3-a][1,4]benzodiazepine BrC1=C(C=CC2=C1C(=NCC=1N2C(=NN1)C1=NC=NC=C1)C1=C(C=CC=C1F)F)Br